Uranium(IV) hydride [H-].[U+4].[H-].[H-].[H-]